C(C)(C)(C)OC(=O)NCC=1C=C(C=CC1)C1=CC(=CC=2C=COC21)C(=O)O 7-(3-(((tert-butoxycarbonyl)amino)methyl)phenyl)benzofuran-5-carboxylic acid